racemic-N-(3-chloro-4-fluorophenyl)-7'-fluoro-2,5-dioxo-1-(pyridin-2-ylmethyl)-2',3'-dihydrospiro[imidazolidine-4,1'-indene]-4'-carboxamide ClC=1C=C(C=CC1F)NC(=O)C=1C=2CC[C@]3(C2C(=CC1)F)NC(N(C3=O)CC3=NC=CC=C3)=O |r|